benzyl (2S)-4-(4-amino-6-chloro-5-fluoropyridine-3-carbonyl)-2-methylpiperidine-1-carboxylate NC1=C(C=NC(=C1F)Cl)C(=O)C1C[C@@H](N(CC1)C(=O)OCC1=CC=CC=C1)C